(1R,5S)-3-(8-Cyanoquinolin-5-yl)-N-(2-(pyrrolidin-1-yl)ethyl)-5-(trifluoromethyl)-3-azabicyclo[3.1.0]hexane-1-carboxamide C(#N)C=1C=CC(=C2C=CC=NC12)N1C[C@]2(C[C@]2(C1)C(F)(F)F)C(=O)NCCN1CCCC1